COC1=CC2=C(OCCN2)C=C1N1N=C(C=2C=NC(=CC21)C=2C=NN1C2N=CC=C1)NC(OC[C@@H]1CN(CCO1)C)=O (S)-(4-methylmorpholin-2-yl)methyl (1-(6-methoxy-3,4-dihydro-2H-benzo[b][1,4]oxazin-7-yl)-6-(pyrazolo[1,5-a]pyrimidin-3-yl)-1H-pyrazolo[4,3-c]pyridin-3-yl)carbamate